N-[(S)-ethoxycarbonyl-1-butyl]-(S)-alanine CCC[C@@H](C(=O)OCC)N[C@@H](C)C(=O)O